FC1=CC=C(C=C1)C1=NOC(=C1COC1=NC=2CCN(CC2C=C1)C(=O)C1=NOC(=C1)C)C 2-{[3-(4-fluorophenyl)-5-methyl-1,2-oxazol-4-yl]methoxy}-6-(5-methyl-1,2-oxazole-3-carbonyl)-5,6,7,8-tetrahydro-1,6-naphthyridine